6-bromobenzo[d][1,3]dioxolane-5-carboxylic acid BrC=1C(=CC2=C(OCO2)C1)C(=O)O